ClC1=CC(=C2C(=N1)NC=C2)[N+](=O)[O-] 6-chloro-4-nitro-1H-pyrrolo[2,3-b]pyridine